C(C)(=O)N[C@H](C(=O)N[C@H](C(=O)N[C@@H](CCC(=O)OC(C)(C)C)C(=O)N)C)CC1=CC=CC=C1 tert-butyl (S)-4-((S)-2-((S)-2-acetamido-3-phenylpropanamido)propanamido)-5-amino-5-oxopentanoate